ON1CC(C1)C(F)(F)F hydroxy-3-(trifluoromethyl)azetidin